6-((7-((1-aminocyclopropyl)methoxy)-6-methoxyquinolin-4-yl)oxy)-N-methyl-1-naphthamide NC1(CC1)COC1=C(C=C2C(=CC=NC2=C1)OC=1C=C2C=CC=C(C2=CC1)C(=O)NC)OC